C(#N)C1=C(C=CC(=C1OC=1C=C2C(N(C=NC2=CC1)[C@H]1COC2(C1)CCNCC2)=O)F)NS(=O)(=O)C2CCCC2 N-[2-cyano-4-fluoro-3-[3-[(3R)-1-oxa-8-azaspiro[4.5]decan-3-yl]-4-oxo-quinazolin-6-yl]oxy-phenyl]cyclopentanesulfonamide